nickel-sodium manganate [Mn](=O)(=O)([O-])[O-].[Na+].[Ni+2]